ClC1=C(C(=CC=C1)N1CCN(CC1)C(C)C)NC(=O)N1CCC(CC1)(C)C1=NOC(=N1)C1CCCC1 N-{2-chloro-6-[4-(propan-2-yl)piperazin-1-yl]phenyl}-4-(5-cyclopentyl-1,2,4-oxadiazol-3-yl)-4-methylpiperidine-1-carboxamide